p-fluorothiophenol C1=CC(=CC=C1F)S